C(C)(C)(C)OC(=O)N[C@H](C(=O)OC)CCSCCCC methyl (2S)-2-(tert-butoxycarbonylamino)-4-butylsulfanyl-butanoate